COC([C@H](CCCCCCCC1=NC=2NCCCC2C=C1)NC(=O)C1(CCN(CC1)C(=O)OC(C)(C)C)C)=O tert-butyl (S)-4-((1-methoxy-1-oxo-9-(5,6,7,8-tetrahydro-1,8-naphthyridin-2-yl) nonan-2-yl) carbamoyl)-4-methylpiperidine-1-carboxylate